ONC(=N)C=1C(=NC=CC1)O N,2-dihydroxypyridine-3-formamidine